COC1=CC=C(C(=O)N[C@H]2C[C@H](CCC2)NC2=CC=CC3=C2C=C(S3)C)C=C1 4-methoxy-N-[(1R,3S)-3-[(2-methyl-1-benzothiophen-4-yl)amino]cyclohexyl]benzamide